SC(C(=O)OC(CCCCC)O)S Hexanediol Dimercaptoacetate